C(C)(C)(C)C1=C(C=C(C(=C1)C(C)(C)C)OC)CC 4,6-di-tert-butyl-3-ethylanisole